3-(2-(allyl (methyl) amino) ethyl)-1H-indol-6-yl phosphate P(=O)(OC1=CC=C2C(=CNC2=C1)CCN(C)CC=C)([O-])[O-]